FC1=C(C=C(C=C1)F)C1=NC=NC(=C1NC(=O)C1=CC(=NO1)OC1(CCC1)C)C1OCC(CC1)(F)F N-(4-(2,5-difluorophenyl)-6-(5,5-difluorotetrahydro-2H-pyran-2-yl)pyrimidin-5-yl)-3-(1-methylcyclobutoxy)isoxazole-5-carboxamide